1,3-bis(5-allyloxypentyl)imidazolium C(C=C)OCCCCCN1C=[N+](C=C1)CCCCCOCC=C